2-vinyl-pyridine tert-Butyl-7-[4-[8-chloro-7-[2-methyl-3-(2-trimethylsilylethoxymethyl)benzimidazol-5-yl]oxy-quinoxalin-2-yl]pyrazol-1-yl]-3-oxa-9-azabicyclo[3.3.1]nonane-9-carboxylate C(C)(C)(C)OC(=O)N1C2COCC1CC(C2)N2N=CC(=C2)C2=NC1=C(C(=CC=C1N=C2)OC2=CC1=C(N=C(N1COCC[Si](C)(C)C)C)C=C2)Cl.C(=C)C2=NC=CC=C2